5-(2-(4-(tert-butyl)-1H-imidazol-1-yl)-5-nitrophenyl)-2H-tetrazole C(C)(C)(C)C=1N=CN(C1)C1=C(C=C(C=C1)[N+](=O)[O-])C=1N=NNN1